C(#C)[C@]1([C@H](C[C@@H](O1)N1C2=NC(=NC(=C2N=C1)NC(CCCCCCCCCCCCCCC)=O)F)O)CO N-(9-((2R,4S,5R)-5-ethynyl-4-hydroxy-5-(hydroxymethyl)tetrahydrofuran-2-yl)-2-fluoro-9H-purin-6-yl)palmitamide